NC1=NN2C(C=C(C=C2)C=2C=C(C=NC2OC)C(=O)NCC2=C(C=CC(=C2)F)OC2CCCC2)=N1 5-{2-amino-[1,2,4]triazolo[1,5-a]pyridin-7-yl}-N-{[2-(cyclopentyloxy)-5-fluorophenyl]methyl}-6-methoxypyridine-3-carboxamide